C1(CC1)C1=NN(C(=C1C(F)(F)F)C(=O)NC1=CC(=NC=C1)SCC)CC1(CC(C1)(F)F)C 3-cyclopropyl-1-((3,3-difluoro-1-methylcyclobutyl)methyl)-N-(2-(ethylthio)pyridin-4-yl)-4-(trifluoromethyl)-1H-pyrazole-5-carboxamide